N1CCC2=C(C=CC=C12)C1=CC=C(C=N1)CC1CC2(C1)CCN(CC2)C(=O)OC(C)(C)C Tert-butyl 2-{[6-(2,3-dihydro-1H-indol-4-yl)pyridin-3-yl]methyl}-7-azaspiro[3.5]nonane-7-carboxylate